3'-nitroacetophenone [N+](=O)([O-])C=1C=C(C=CC1)C(C)=O